C(CC)C(C(=O)[O-])(CCCCCCCC)C(C)C 2-propyl-2-isopropyldecanoat